3-[2,6-Bis(trideuteriomethyl)-4-pyridyl]-2-(3-cyanophenyl)-N-[(1S)-2-hydroxy-1,2-dimethyl-propyl]imidazo[1,2-b]pyridazine-6-carboxamide [2H]C(C1=NC(=CC(=C1)C1=C(N=C2N1N=C(C=C2)C(=O)N[C@H](C(C)(C)O)C)C2=CC(=CC=C2)C#N)C([2H])([2H])[2H])([2H])[2H]